1-(6Z,9Z,12Z-octadecatrienoyl)-2-(11Z-docosenoyl)-glycero-3-phosphocholine CCCCCCCCCC/C=C\CCCCCCCCCC(=O)O[C@H](COC(=O)CCCC/C=C\C/C=C\C/C=C\CCCCC)COP(=O)([O-])OCC[N+](C)(C)C